C(C=C)(=O)O.C(C=C)(=O)O.C(C=C)(=O)O.C(C)OC(O)C(CO)(CO)CO ethoxypentaerythritol triacrylate